(R)-3-amino-N-((1S,9S)-9-ethyl-5-fluoro-9-hydroxy-4-methyl-10,13-dioxo-2,3,9,10,13,15-hexahydro-1H,12H-benzo[de]pyrano[3',4':6,7]indolizino[1,2-b]quinolin-1-yl)-4-hydroxybutyramide N[C@H](CC(=O)N[C@H]1CCC=2C=3C1=C1C(=NC3C=C(C2C)F)C2=CC3=C(C(N2C1)=O)COC([C@]3(O)CC)=O)CO